3,6,8-dodecatrienol C(CC=CCC=CC=CCCC)O